C(C)(=O)ON=C(C(=O)SC1=CC=C(C=C1)OCCO)C N-acetoxy-1-[4-(2-hydroxyethoxy)phenylsulfanyl]propane-1-one-2-imine